N-(2-cyanoethylaminoethyl)methacrylamide C(#N)CCNCCNC(C(=C)C)=O